N[C@H](C#CC(=O)N(C)C)C (S)-4-amino-N,N-dimethylpent-2-ynamide